C12COCC(CNC1)N2C2=NC(=NC1=C(C(=C(C=C21)Cl)C2=CC=CC1=C2N=C(S1)N)F)OC[C@H]1N(CCC1)C 4-(4-(3-oxa-7,9-diazabicyclo[3.3.1]nonan-9-yl)-6-chloro-8-fluoro-2-(((S)-1-methylpyrrolidin-2-yl)methoxy)quinazolin-7-yl)benzo[d]thiazol-2-amine